FC(CN)COC 2-fluoro-3-methoxypropan-1-amine